N-(4-(1H-pyrazol-4-yl)phenyl)-2-(3,6-diazabicyclo[3.1.1]hept-6-yl)-6,7-dihydro-5H-pyrrolo[3,4-d]pyrimidin-4-amine N1N=CC(=C1)C1=CC=C(C=C1)NC=1C2=C(N=C(N1)N1C3CNCC1C3)CNC2